methyl 4-(4-((4,4-dimethyl-2-(3-methylbicyclo[1.1.1]pentan-1-yl)cyclohex-1-en-1-yl)methyl)piperazin-1-yl)benzoate CC1(CC(=C(CC1)CN1CCN(CC1)C1=CC=C(C(=O)OC)C=C1)C12CC(C1)(C2)C)C